FC(C=1N=C2N(CCOCCOC3=C2C=CC(=C3)CNC(OC(C)(C)C)=O)C1)(F)F tert-butyl ((2-(trifluoromethyl)-5,6,8,9-tetrahydrobenzo[i]imidazo[1,2-g][1,4,7]dioxazecin-12-yl)methyl)carbamate